CC(CCCC(=O)N1C(CSC12CCCCC2)C(=O)O)C 4-(5-methylhexanoyl)-1-thia-4-azaspiro[4.5]dec-ane-3-carboxylic acid